6-(2-chlorophenyl)-N-(3-morpholinophenyl)-8,9-dihydroimidazo[1',2':1,6]pyrido[2,3-d]pyrimidin-2-amine ClC1=C(C=CC=C1)C1=CC2=C(N=C(N=C2)NC2=CC(=CC=C2)N2CCOCC2)N2C1=NCC2